N[C@H]1[C@@H]2N(C[C@H]1CC2)C(=O)C2=CC1=C(N(C(=N1)C=1N(C3=C(C=CC=C3C1)C1=CC(=C(C=C1)O)OC)CC1CC1)C)C(=C2)OC 4-(2-{5-[(1R,4R,7R)-7-Amino-2-azabicyclo[2.2.1]heptan-2-carbonyl]-7-methoxy-1-methyl-1H-1,3-benzodiazol-2-yl}-1-(cyclopropylmethyl)-1H-indol-7-yl)-2-methoxyphenol